COC1=CC(=CC(=C1[O-])O)C2=C(C(=O)C3=C(C=C(C=C3O2)O)O)O The molecule is the conjugate base of laricitrin arising from deprotonation of the 3-OH group; major species at pH 7.3. It is a conjugate base of a laricitrin.